[Na+].C(C(=C)CC(=O)[O-])(=O)[O-].[Na+] itaconic acid sodium salt